C(C1=CC=CC=C1)[C@@H]1N(CCCC1)S(=O)(=O)C1=CC=C(C=C1)NC(=O)NCC=1C=NC=CC1 1-{4-[(2R)-2-benzylpiperidine-1-sulfonyl]phenyl}-3-(pyridin-3-ylmethyl)urea